phenyl (1-fluoro-1-((R or S)-3-(2-(5-fluorothiophen-2-yl)ethyl)-1-(2-(6-methylpyridin-3-yl)propan-2-yl)pyrrolidin-3-yl)ethyl)carbamate FC(C)([C@]1(CN(CC1)C(C)(C)C=1C=NC(=CC1)C)CCC=1SC(=CC1)F)NC(OC1=CC=CC=C1)=O |o1:3|